O[C@H](CNC(O[C@@H]1CC[C@H](CC1)C(N(C[C@@H]1CC[C@H](CC1)C1=CC(=C(C=C1)OC)C)C1=CC(=CC=C1)C=1C=NN(C1)C1CC1)=O)=O)CO trans-4-((3-(1-Cyclopropyl-1H-pyrazol-4-yl)phenyl)((trans-4-(4-methoxy-3-methyl-phenyl)cyclohexyl)-methyl)carbamoyl)-cyclohexyl ((R)-2,3-dihydroxypropyl)-carbamate